2-(4-(((3-hydroxycyclobutyl)methyl)amino)pyrido[3,4-d]pyridazin-1-yl)-5-(trifluoromethyl)phenol OC1CC(C1)CNC=1N=NC(=C2C1C=NC=C2)C2=C(C=C(C=C2)C(F)(F)F)O